(R)-2-propylepoxyethane C(CC)[C@@H]1CO1